C(CC(O)(C(=O)O)CC(=O)O)(=O)O.NC(CO)(C)C 2-amino-2-methyl-1-propanol citrate salt